tert-Butyl-(3R,4S)-4-hydroxy-3-((S)-5H-imidazo[5,1-a]isoindol-5-yl)piperidin-1-carboxylat C(C)(C)(C)OC(=O)N1C[C@@H]([C@H](CC1)O)[C@@H]1N2C(C3=CC=CC=C13)=CN=C2